3-(2,6-dimethylphenyl)-6-(1-ethyl-5-hydroxy-1H-pyrazole-4-carbonyl)-1-methyl-1H-benzo[c][1,2,6]thiadiazin-4(3H)-one 2,2-dioxide CC1=C(C(=CC=C1)C)N1C(C2=C(N(S1(=O)=O)C)C=CC(=C2)C(=O)C=2C=NN(C2O)CC)=O